C(C)S(=O)(=O)O.C(#N)CC1(CN(C1)S(=O)(=O)N)N1CCC(CC1)N[C@H]1[C@@H](C1)C1=CC=CC=C1 3-(cyanomethyl)-3-(4-{[(1R,2S)-2-phenylcyclopropyl]amino}piperidin-1-yl)azetidine-1-sulfonamide mono-ethanesulfonic acid salt